(R)-(3-Aminopiperidin-1-yl)(2-(1-(2-hydroxyethyl)-1H-indol-2-yl)-7-methoxy-1-methyl-1H-benzo[d]imidazol-5-yl)methanon N[C@H]1CN(CCC1)C(=O)C1=CC2=C(N(C(=N2)C=2N(C3=CC=CC=C3C2)CCO)C)C(=C1)OC